C(#N)C1=CC(=NC=C1)NC1=CC=C(C(=N1)C(=O)N1[C@](CCC(C1)(F)F)(C(C)(C)C)CNC([O-])=O)C (R)-((1-(6-((4-cyanopyridin-2-yl)amino)-3-methylpyridine-2-carbonyl)-tert-butyl 5,5-difluoropiperidin-2-yl)methyl)carbamate